6-chloro-N-(1-cyclopropyl-5-methyl-1H-pyrazol-4-yl)-7-(piperazin-1-yl)quinazolin-2-amine ClC=1C=C2C=NC(=NC2=CC1N1CCNCC1)NC=1C=NN(C1C)C1CC1